[Cl-].C(CCCCCCCCCCC)[N+](CCO)(CCO)CC1=CC=CC=C1 N-dodecyl-N,N-bis(2-hydroxyethyl)benzylammonium chloride